C(C=C)[C@H]1CN(C[C@@H]1SC1=NC=CC=N1)C(=O)OC(C)(C)C (3S,4R)-TERT-BUTYL 3-ALLYL-4-(PYRIMIDIN-2-YLTHIO)PYRROLIDINE-1-CARBOXYLATE